4-(((1-(pyridin-4-yl)-1H-pyrazol-3-yl)methyl)sulfonyl)benzoic acid N1=CC=C(C=C1)N1N=C(C=C1)CS(=O)(=O)C1=CC=C(C(=O)O)C=C1